5-(4-((3-ethyl-2,4-dioxo-1,2,3,4-tetrahydroquinazolin-7-yl)methyl)piperazin-1-yl)-N-methyl-6-(trifluoromethyl)pyridinecarboxamide C(C)N1C(NC2=CC(=CC=C2C1=O)CN1CCN(CC1)C=1C=CC(=NC1C(F)(F)F)C(=O)NC)=O